(S)-N-(6-(thiazol-5-yl)isoquinolin-3-yl)piperidine-3-carboxamide S1C=NC=C1C=1C=C2C=C(N=CC2=CC1)NC(=O)[C@@H]1CNCCC1